N-(2-fluorobenzyl)-4-(3-(pyridin-4-ylmethyl)ureido)benzamide FC1=C(CNC(C2=CC=C(C=C2)NC(=O)NCC2=CC=NC=C2)=O)C=CC=C1